N'-(2-chloro-5-fluoro-phenyl)-6-(4-methoxy-2-methyl-phenyl)-4-(4-piperidylamino)pyrrolo[1,2-b]pyridazine-3-carboxamidine ClC1=C(C=C(C=C1)F)N=C(N)C1=C(C=2N(N=C1)C=C(C2)C2=C(C=C(C=C2)OC)C)NC2CCNCC2